FC1=CC=C(CN2C(CC[C@@]3([C@@H]4[C@@H](CC=C23)[C@@H]2CCC([C@]2(CC4=O)C)=O)C)=O)C=C1 (4aR,4bS,6aS,9aS,9bS)-1-(4-fluorobenzyl)-4a,6a-dimethyl-3,4,4a,6,6a,8,9,9a,9b,10-decahydro-1H-indeno[5,4-f]quinoline-2,5,7(4bH)-trione